2-(2,6-dioxo-3-piperidinyl)-4-(5-hydroxypentyloxy)isoindoline-1,3-dione O=C1NC(CCC1N1C(C2=CC=CC(=C2C1=O)OCCCCCO)=O)=O